C(CCCCCC(=O)OCCCCCCC(C(F)(F)F)(F)F)(=O)OCC1=CC(=CC(=C1)COC(CCC(CCCCCC)OC(NCCN1CCCC1)=O)=O)COC(CCC(OCCCCCCCC)OCCCCCCCC)=O 1-(3-(((4,4-bis(octyloxy)butanoyl)oxy)methyl)-5-(((4-(((2-(pyrrolidin-1-yl)ethyl)carbamoyl)oxy)decanoyl)oxy)methyl)benzyl) 7-(7,7,8,8,8-pentafluorooctyl) heptanedioate